7-(ethoxy)-6-[(1-methylethyl)sulfonyl]-3-{[4-(4-morpholinyl)-1-piperidinyl]methyl}-N-(1-phenylcyclopropyl)-2-[3-(trifluoromethyl)phenyl]-4-quinolinecarboxamide C(C)OC1=C(C=C2C(=C(C(=NC2=C1)C1=CC(=CC=C1)C(F)(F)F)CN1CCC(CC1)N1CCOCC1)C(=O)NC1(CC1)C1=CC=CC=C1)S(=O)(=O)C(C)C